C(CCCC)(SC1=C(C(=CC=C1NC(CCCC)=O)Br)F)=O S-(3-bromo-2-fluoro-6-pentanamidophenyl) pentanethioate